Cl.C[C@H]1NCC=C(C1)B1OC(C(O1)(C)C)(C)C (R)-2-methyl-4-(4,4,5,5-tetramethyl-1,3,2-dioxaborolan-2-yl)-1,2,3,6-tetrahydropyridine hydrochloride